2-(4-Amino-phenyl)-1H-benzoimidazole-5-carboxylic acid amide NC1=CC=C(C=C1)C1=NC2=C(N1)C=CC(=C2)C(=O)N